N-(4-chloro-3-methoxyphenyl)-4-[4-(6-methoxypyridin-3-yl)-2-oxo-2,3-dihydro-1H-1,3-benzodiazol-1-yl]piperidine-1-carboxamide ClC1=C(C=C(C=C1)NC(=O)N1CCC(CC1)N1C(NC2=C1C=CC=C2C=2C=NC(=CC2)OC)=O)OC